tert-butyl (5-amino-1-((4-aminobutyl)amino)-1-oxopentan-2-yl)carbamate NCCCC(C(=O)NCCCCN)NC(OC(C)(C)C)=O